2-(5-Azepan-1-yl-pyridin-2-ylamino)-6-benzyl-8-cyclopentyl-8H-pyrido[2,3-d]pyrimidin-7-one N1(CCCCCC1)C=1C=CC(=NC1)NC=1N=CC2=C(N1)N(C(C(=C2)CC2=CC=CC=C2)=O)C2CCCC2